CC1C(CCC2CCC3(C4(CCC5C(CC=6C=NC=NC6C5(C)C)(C4CC=C3C12)C)C)C)C 1,2,6a,6b,9,9,14a-heptamethyl-1,2,3,4,4a,5,6,6a,6b,7,8,8a,9,14,14a,14b,15,16b-octadecahydrochryseno[1,2-g]Quinazolin